ClC1=CC=C(S1)C=1N=NN(N1)CC1=CC=C(C(=O)NO)C=C1 4-[[5-(5-chloro-2-thienyl)tetrazol-2-yl]methyl]benzohydroxamic acid